[Si](C)(C)(C(C)(C)C)OCC[C@@H](C)O (R)-4-((tert-butyldimethylsilyl)oxy)-2-butanol